C(C)(C)[N+](=CCCCCCCCC=C)[O-] N-isopropyldec-9-en-1-imine oxide